acryloyloxybutyl trimellitate C(C=1C(C(=O)[O-])=CC(C(=O)[O-])=CC1)(=O)OCCCCOC(C=C)=O